1-(4-fluorophenyl)-6-methyl-5-(1-((1-propyl-1H-pyrazol-4-yl)sulfonyl)piperidin-4-yl)-1H-indazole FC1=CC=C(C=C1)N1N=CC2=CC(=C(C=C12)C)C1CCN(CC1)S(=O)(=O)C=1C=NN(C1)CCC